oxo-phenylacetic acid 2-[2-oxo-2-phenyl-acetoxy-ethoxy]-Ethyl ester O=C(C(=O)OCCOCCOC(C(C1=CC=CC=C1)=O)=O)C1=CC=CC=C1